C1(CC1)\C=C/1\[C@H]2[C@@H]([C@@H]([C@@H]1CC2)NC(C2=C(C=CC(=C2)C2CNCC2)OC)=O)C(=O)NC2=CC(=C(C=C2)F)C(F)(F)F (1R,2S,3R,4R,Z)-7-(cyclopropylmethylene)-N-(4-fluoro-3-(trifluoromethyl)phenyl)-3-(2-methoxy-5-(pyrrolidin-3-yl)benzamido)bicyclo[2.2.1]heptane-2-carboxamide